N-[4-(1-cyanocyclopentyl)phenyl]-2-[(1-methyl-1H-tetrazol-5-yl)sulfanyl]-5-nitrobenzamide C(#N)C1(CCCC1)C1=CC=C(C=C1)NC(C1=C(C=CC(=C1)[N+](=O)[O-])SC1=NN=NN1C)=O